4-(Morpholinylmethyl)-2-oxo-2H-benzopyran-7-yl-4-(hydroxymethyl)-3-nitrobenzoate N1(CCOCC1)CC1=CC(OC2=C1C=CC(=C2)OC(C2=CC(=C(C=C2)CO)[N+](=O)[O-])=O)=O